OCC1(C(NCC1)=O)NC(=O)C1=C(OC2=C1C=C(C=C2)OCC=2C(=NNC2)C(F)(F)F)C N-(3-(Hydroxymethyl)-2-oxopyrrolidin-3-yl)-2-methyl-5-((3-(trifluoromethyl)-1H-pyrazol-4-yl)methoxy)benzofuran-3-carboxamide